C1(=CC=CC=C1)S(=O)(=O)N1C=CC=2C1=NC=C1C2N(C(=N1)C1=CC=C(O1)CO)C1CNCC1 5-(6-(benzenesulfonyl)-1-(pyrrolidin-3-yl)-1,6-dihydroimidazo[4,5-d]pyrrolo[2,3-b]pyridin-2-yl)furan-2-ylmethanol